3-(2,6-dimethylbenzyl)benzaldehyde CC1=C(CC=2C=C(C=O)C=CC2)C(=CC=C1)C